C12(CCCC3=CC=CC=C13)C(C2)C(=O)NC2=C(C=CC=C2)CC(=O)O {2-[(3',4'-dihydro-2'h-spiro[cyclopropane-1,1'-naphthalene]-2-carbonyl)amino]phenyl}acetic acid